BrC1=NC=C(C2=CC=CC=C12)C=O bromoisoquinoline-4-carbaldehyde